4,5-diethoxy-3-ethylthio-phenethylamine C(C)OC1=C(C=C(CCN)C=C1OCC)SCC